5-(3-(pyridin-3-yl)acrylamido)pentanoic acid N1=CC(=CC=C1)C=CC(=O)NCCCCC(=O)O